8-((6-chloropyridin-3-yl)methyl)-3-(4-(difluoromethoxy)phenyl)pyrido[2,3-d]pyrimidine-2,4(3H,8H)-dione ClC1=CC=C(C=N1)CN1C=CC=C2C1=NC(N(C2=O)C2=CC=C(C=C2)OC(F)F)=O